(S)-5-hydroxymethyldihydrofuran-2-one OC[C@@H]1CCC(O1)=O